propanol hydrogen chloride Cl.C(CC)O